2-(1-(3-bromophenyl)-3-methylcyclobutanecarbonyl)-N-methyl-thiosemicarbazide BrC=1C=C(C=CC1)C1(CC(C1)C)C(=O)N(NC)C(=S)N